C1(CC1)C=1C=C2[C@H](N(C(C2=CC1)=O)CC1=CC2=C(NC(O2)=O)C=C1)C (R)-6-((5-cyclopropyl-3-methyl-1-oxoisoindolin-2-yl)methyl)benzo[d]oxazol-2(3H)-one